COC1=CC=C(C=C1)CN1N=C(C=C1[N+](=O)[O-])C1=NC2=C(N1C(=O)OC(C)(C)C)C=CC=C2 tert-butyl 2-(1-[(4-methoxyphenyl)methyl]-5-nitro-pyrazol-3-yl)benzimidazole-1-carboxylate